benzyl 3-(4-chlorophenyl)-3-hydroxy-pyrrolidine-1-carboxylate ClC1=CC=C(C=C1)C1(CN(CC1)C(=O)OCC1=CC=CC=C1)O